5-(2-aminopyridin-4-yl)-N-((4-(piperidin-4-yl)pyridin-2-yl)methyl)-7H-pyrrolo[2,3-d]pyrimidin-4-amine NC1=NC=CC(=C1)C1=CNC=2N=CN=C(C21)NCC2=NC=CC(=C2)C2CCNCC2